4,6-difluoro-5-(2-fluorophenyl)-1H-benzo[d]imidazol FC1=C(C(=CC=2NC=NC21)F)C2=C(C=CC=C2)F